BrC=1C=C(C=C(C1OC)F)C(CO)C 2-(3-bromo-5-fluoro-4-methoxyphenyl)propan-1-ol